FC(C1=NN(C(=C1)C(F)F)CC(=O)N1CCC(CC1)C=1SC=C(N1)C1=NO[C@H](C1)C1=C(C=CC=C1Cl)CS(=O)(=O)[O-])F 2-{(5R)-3-[2-(1-{[3,5-Bis(difluoromethyl)-1H-pyrazol-1-yl]acetyl}piperidin-4-yl)-1,3-thiazol-4-yl]-4,5-dihydro-1,2-oxazol-5-yl}-3-chlorophenylmethanesulfonate